CC1(C)[C@H]2CC[C@]1(C)[C@H](O)C2 (-)-Borneol